N1=C(SC2=C1C=1CCOC1C=C2)N2C(NC[C@H]2C#CC(C)(C)O)=O |r| (RS)-1-(7,8-dihydrobenzofuro[4,5-d]thiazol-2-yl)-5-(3-hydroxy-3-methylbut-1-yn-1-yl)imidazolidin-2-one